FC(C=1C(=C2C(=NC1C)CN(C2)C(=O)OC(C)(C)C)C)F tert-butyl 3-(difluoromethyl)-2,4-dimethyl-5,7-dihydro-6H-pyrrolo[3,4-b]pyridine-6-carboxylate